4-ethylpiperidine-1,4-dicarboxylic acid 1-tert-butyl ester C(C)(C)(C)OC(=O)N1CCC(CC1)(C(=O)O)CC